CN1C(=CC2=CC(=CC=C12)C1=CC=CC=C1)[Si](CC)(CC)CC 1-methyl-5-phenyl-2-(triethylsilyl)-1H-indole